3-{4-[2-(3-methoxycinnolin-7-yl)-6-methylpyridin-3-yl]-1H-pyrazol-1-yl}-2,2-dimethylpropanenitrile COC=1N=NC2=CC(=CC=C2C1)C1=NC(=CC=C1C=1C=NN(C1)CC(C#N)(C)C)C